(Cis)-tert-butyl(3-aminocyclobutyl)carbamate C(C)(C)(C)OC(N[C@@H]1C[C@@H](C1)N)=O